(R)-7-(2,5-dioxo-2,5-dihydro-1H-pyrrol-1-yl)-2,2-dimethyl-4,11-dioxo-3,10-dioxa-5,12-diazapentadecan-15-oic acid O=C1N(C(C=C1)=O)[C@@H](CNC(OC(C)(C)C)=O)CCOC(NCCC(=O)O)=O